NC1=C2C(=NC=N1)N(N=C2C2=CC=C(C=C2)OC2=CC=CC=C2)C2CN(CCC2)CC2=C1CN(C(C1=CC=C2)=O)C2C(NC(CC2)=O)=O 3-(4-((3-(4-amino-3-(4-phenoxyphenyl)-1H-pyrazolo[3,4-d]pyrimidin-1-yl)piperidin-1-yl)methyl)-1-oxoisoindolin-2-yl)piperidine-2,6-dione